1-ethylphenyl-3-methyl-2-phospholene C(C)C1(CC=CC=C1)P1C=C(CC1)C